CN(C1=NC(=NC=C1C#N)N[C@H]1C[C@H](CCC1)N1C(C2=CC(=CC=C2C1)[N+](=O)[O-])=O)C 4-(dimethylamino)-2-(((1R,3S)-3-(6-nitro-1-oxoisoindolin-2-yl)cyclohexyl)amino)pyrimidine-5-carbonitrile